formylpinan C(=O)C12C(CCC(C1(C)C)C2)C